[Se]1NC(C=C1)=O Isoselenazole-3-one